6-bromo-8-chloro-1,7-naphthyridine BrC=1C=C2C=CC=NC2=C(N1)Cl